3,4',5-trihydroxy(hydroxy)stilbene OC=1C(=C(C=C(C1)O)C=CC1=CC=C(C=C1)O)O